2-Ethylsulfanyl-N-[(4-fluoro-2-hydroxy-phenyl)-methyl]-4-methyl-6-morpholin-4-yl-pyridine-3-carboxylic acid amide C(C)SC1=NC(=CC(=C1C(=O)NCC1=C(C=C(C=C1)F)O)C)N1CCOCC1